2-Methyl-1-[(3R)-3-(3-methyl-3,4-dihydro-1,5,6,8-tetraazaacenaphthylen-5(1H)-yl)piperidin-1-yl]prop-2-en-1-one CC(C(=O)N1C[C@@H](CCC1)N1CC(C2=CNC=3N=CN=C1C32)C)=C